tert-butyl (3R,4R)-4-[4-[(2,6-dioxo-3-piperidyl)amino]-2-fluoro-phenyl]-3-methoxy-piperidine-1-carboxylate O=C1NC(CCC1NC1=CC(=C(C=C1)[C@@H]1[C@H](CN(CC1)C(=O)OC(C)(C)C)OC)F)=O